CC1=NOC(=N1)C=1C=C(C=CC1)CO (3-(3-methyl-1,2,4-oxadiazol-5-yl)phenyl)methanol